(2E)-3-(4-hydroxyphenyl)pent-2-enedioic acid OC1=CC=C(C=C1)/C(=C/C(=O)O)/CC(=O)O